methyl 4-((5-bromo-1-methyl-1H-pyrazolo[4,3-b]pyridin-3-yl)oxy)-2,2-dimethylcyclohexane-1-carboxylate BrC1=CC=C2C(=N1)C(=NN2C)OC2CC(C(CC2)C(=O)OC)(C)C